C1=CC=C(C2=CC3=CC4=CC5=CC6=CC7=CC8=CC9=CC=CC=C9C=C8C=C7C=C6C=C5C=C4C=C3C=C12)O nonacen-4-ol